(R)-N-((s)-1-amino-1-oxobutane-2-yl)-3-(bromomethyl)hexanamide NC([C@H](CC)NC(C[C@@H](CCC)CBr)=O)=O